(6-(trifluoromethyl)pyridin-3-yl)methanol FC(C1=CC=C(C=N1)CO)(F)F